6-(5-ethynyl-3-methylpyrazin-2-yl)-7-methyl-5-(4-((4-methylpyrimidin-2-yl)oxy)phenyl)-7H-pyrrolo[2,3-d]pyrimidin-4-amine C(#C)C=1N=C(C(=NC1)C1=C(C2=C(N=CN=C2N)N1C)C1=CC=C(C=C1)OC1=NC=CC(=N1)C)C